N1=C(C=CC=C1)CCNC=O N-[2-(2-pyridyl)ethyl]carboxamide